1-(11Z,14Z-eicosadienoyl)-2-(5Z,8Z,11Z,14Z-eicosatetraenoyl)-glycero-3-phosphoserine CCCCC/C=C\C/C=C\CCCCCCCCCC(=O)OC[C@H](COP(=O)(O)OC[C@@H](C(=O)O)N)OC(=O)CCC/C=C\C/C=C\C/C=C\C/C=C\CCCCC